BrC1=CC=CC(=N1)NC(=O)[C@H]1N(CCC1)C(CN1N=CC=2C1=NC=NC2NC)=O (S)-N-(6-bromopyridin-2-yl)-1-(2-(4-(methylamino)-1H-pyrazolo[3,4-d]pyrimidin-1-yl)acetyl)pyrrolidine-2-carboxamide